2,2'-(2,3,5,6-tetrakis(4,5-dimethyl-9H-carbazol-9-yl)-1,4-phenylene)bis(benzo[d]oxazole) CC1=CC=CC=2N(C3=CC=CC(=C3C12)C)C1=C(C(=C(C(=C1N1C2=CC=CC(=C2C=2C(=CC=CC12)C)C)C=1OC2=C(N1)C=CC=C2)N2C1=CC=CC(=C1C=1C(=CC=CC21)C)C)N2C1=CC=CC(=C1C=1C(=CC=CC21)C)C)C=2OC1=C(N2)C=CC=C1